C(#N)C1CCNC1 4-cyanopyrrolidine